5-carboxyl-2-((1E,3E)-4-(4-(dimethylamino)phenyl)but-1,3-dien-1-yl)-1-ethyl-3,3-dimethyl-3H-indole C(=O)(O)C=1C=C2C(C(N(C2=CC1)CC)\C=C\C=C\C1=CC=C(C=C1)N(C)C)(C)C